(3-Methoxy-4-nitrophenyl)methanol COC=1C=C(C=CC1[N+](=O)[O-])CO